C1(=CC=CC=C1)C(CC)NC(CC)C1=CC=CC=C1 bis-(1-phenylpropyl)amine